NC=1C(=NC(=NC1C1=C(C(=CC=C1C)O)C)C=1C(=NC=C(C1)F)NCC(F)F)C(=O)N 5-amino-2-(2-((2,2-difluoroethyl)amino)-5-fluoropyridin-3-yl)-6-(3-hydroxy-2,6-dimethyl-phenyl)pyrimidine-4-carboxamide